C1(CC1)C1=C(C=C(C(=C1)CN1CCC2(CN(C(N2)=O)C2=CC=C(C(=O)OC(C)(C)C)C=C2)CC1)OCC)C1=CC=C(C=C1)F tert-butyl 4-(8-((2-cyclopropyl-5-ethoxy-4'-fluoro-[1,1'-biphenyl]-4-yl)methyl)-2-oxo-1,3,8-triazaspiro[4.5]decan-3-yl)benzoate